bromide Nickel (II) [Ni+2].[Br-].[Br-]